(4-(4-amino-6-ethynyl-5-(quinolin-3-yl)-7H-pyrrolo[2,3-d]pyrimidin-7-yl)bicyclo[2.2.1]heptan-1-yl)methanol NC=1C2=C(N=CN1)N(C(=C2C=2C=NC1=CC=CC=C1C2)C#C)C21CCC(CC2)(C1)CO